tert-Butyl 7-(7-iodo-5-{[2-(trimethylsilyl) ethoxy]methyl}-5H-pyrrolo[2,3-b]pyrazin-3-yl)-1,7-diazaspiro[3.5]nonane-1-carboxylate IC1=CN(C2=NC(=CN=C21)N2CCC1(CCN1C(=O)OC(C)(C)C)CC2)COCC[Si](C)(C)C